C(#N)C1=NN=CN1CCN(C(OC(C)(C)C)=O)CC1=CC=C(C=C1)C#CC1=CC=C(C=C1)C1=CC(=NO1)CN1C(=NC=C1)[C@H](C)OC1OCCCC1 tert-butyl (2-(3-cyano-4H-1,2,4-triazol-4-yl)ethyl)(4-((4-(3-((2-((1S)-1-((tetrahydro 2H-pyran-2-yl)oxy)ethyl)-1H-imidazol-1-yl)methyl)isoxazol-5-yl)phenyl)ethynyl)benzyl)carbamate